[Si]([O-])([O-])([O-])[O-].[Co+2].[Ba+2] barium cobalt silicate